N-(azetidin-3-yl)-2-(((5-(tert-butyl)-4-chloro-2-hydroxyphenyl)amino)methyl)-4-chloro-N,1-dimethyl-1H-imidazole-5-carboxamide N1CC(C1)N(C(=O)C1=C(N=C(N1C)CNC1=C(C=C(C(=C1)C(C)(C)C)Cl)O)Cl)C